tert-butyl N-[(9R,10E,13S)-3-{2-[(tert-butyldimethylsilyl)oxy] ethyl}-9-methyl-8-oxo-3,4,7,15-tetraazatricyclo[12.3.1.02,6]octadeca-1(18),2(6),4,10,14,16-hexaen-13-yl]carbamate [Si](C)(C)(C(C)(C)C)OCCN1C=2C=3C=CN=C([C@H](C/C=C/[C@H](C(NC2C=N1)=O)C)NC(OC(C)(C)C)=O)C3